(R)-S-methyl 4-(3-methoxypyrrolidin-1-yl)-4-methylpent-2-ynethioate CO[C@H]1CN(CC1)C(C#CC(SC)=O)(C)C